OC=1C=C(C=CC1O)C1=CC=NC=2N1N=C(C2)C(=O)NC2=CC=C(C=C2)O 7-(3,4-dihydroxyphenyl)-N-(4-hydroxyphenyl)pyrazolo[1,5-a]pyrimidine-2-carboxamide